(Z)-Methyl 5-methyl-2-oxo-3-(((4-((2-(3-oxopiperazin-1-yl)ethoxy)carbamoyl)phenyl)amino)(phenyl)methylene)indoline-6-carboxylate CC=1C=C2/C(/C(NC2=CC1C(=O)OC)=O)=C(\C1=CC=CC=C1)/NC1=CC=C(C=C1)C(NOCCN1CC(NCC1)=O)=O